(S)-N-cyclopropyl-5-(4-(7-methylpyrazolo[1,5-a]pyridin-2-yl)-1,4,6,7-tetrahydro-5H-imidazo[4,5-c]pyridin-5-yl)pyrazine-2-carboxamide C1(CC1)NC(=O)C1=NC=C(N=C1)N1[C@@H](C2=C(CC1)NC=N2)C2=NN1C(C=CC=C1C)=C2